tert-butyl-((1-methoxyvinyl)oxy)dimethylsilane C(C)(C)(C)[Si](C)(C)OC(=C)OC